N-[(3S)-9-fluoro-2-oxo-5-phenyl-1,3-dihydro-1,4-benzodiazepin-3-yl]-2-(2-fluorophenyl)-7-methyl-6,7-dihydro-5H-pyrazolo[5,1-b][1,3]oxazine-3-carboxamide FC1=CC=CC=2C(=N[C@@H](C(NC21)=O)NC(=O)C=2C(=NN1C2OCCC1C)C1=C(C=CC=C1)F)C1=CC=CC=C1